tert-butyl (3R,4R)-4-((7-((tert-butoxycarbonyl)(3-fluoro-5-methylphenyl)amino)-3-cyclopropylpyrazolo[1,5-a]pyrimidin-5-yl)aminomethyl)-3-hydroxypiperidine-1-carboxylate C(C)(C)(C)OC(=O)N(C1=CC(=NC=2N1N=CC2C2CC2)NC[C@@H]2[C@H](CN(CC2)C(=O)OC(C)(C)C)O)C2=CC(=CC(=C2)C)F